FC1(CN(CC1)C1=CC=2N(C=C1)N=CC2C(=O)N2CC1(C2)CC(C1)N(C(=O)NC=1C=NC=C(C1)C(F)(F)F)C)F 1-(2-(5-(3,3-difluoropyrrolidin-1-yl)pyrazolo[1,5-a]pyridine-3-carbonyl)-2-azaspiro[3.3]heptan-6-yl)-1-methyl-3-(5-(trifluoromethyl)pyridin-3-yl)urea